BrCCCCC(=O)OCC(CCCCC)CCCCC 2-pentylheptyl 5-bromopentanoate